C(C)(C)(C)N1N=NC(=C1)C(=O)NCC1=C(C(=C(C=C1)C1=C(C=NC=C1)OCC1CNCC1)F)C 1-(tert-Butyl)-N-(3-fluoro-2-methyl-4-(3-(pyrrolidin-3-ylmethoxy)pyridin-4-yl)benzyl)-1H-1,2,3-triazole-4-carboxamide